CN(CCCNC1=NC2=CC=NC=C2C=2C1=C1N(N2)C=CN=C1)C N1,N1-dimethyl-N3-(pyrazino[1',2':1,5]pyrazolo[4,3-c][1,6]naphthyridin-6-yl)propane-1,3-diamine